BrC1=CC=C2C(=CNC2=C1C1=NC=CC=N1)S(=O)(=O)NC1=NC(=C(C(=N1)OC)OCC(F)F)OC 6-bromo-N-[5-(2,2-difluoroethoxy)-4,6-dimethoxy-pyrimidin-2-yl]-7-(2-pyrimidyl)-1H-indole-3-sulfonamide